2-(4-methylphenyl)-2,3-dihydroquinazolin-4(1H)-one CC1=CC=C(C=C1)C1NC2=CC=CC=C2C(N1)=O